C(C)(=O)O.C(#N)C1=CC=C(C=C1)NC1=CC=C2C(=N1)NN=C2NC(C2=CC=C(C=C2)C2CCN(CC2)C)=O N-(6-((4-cyanophenyl)amino)-1H-pyrazolo[3,4-b]pyridin-3-yl)-4-(1-methylpiperidin-4-yl)benzamide, Acetic acid salt